(R)-4-((2-Hydroxyethyl)sulfonamido)-N-(6-methyl-2-((tetrahydrofuran-3-yl)oxy)pyrimidin-4-yl)-2-(6-azaspiro[2.5]octan-6-yl)benzamide OCCS(=O)(=O)NC1=CC(=C(C(=O)NC2=NC(=NC(=C2)C)O[C@H]2COCC2)C=C1)N1CCC2(CC2)CC1